ethyl 4-((4-fluoro-2-methylphenyl)-amino)-6-(trifluoro-methyl)nicotinate FC1=CC(=C(C=C1)NC1=CC(=NC=C1C(=O)OCC)C(F)(F)F)C